4-(chloromethyl)-2,2-dimethyl-1,3-dioxacyclopentane ClCC1OC(OC1)(C)C